tert-Butyl 3-bromo-6-chloro-pyridine-2-carboxylate BrC=1C(=NC(=CC1)Cl)C(=O)OC(C)(C)C